BrC1=CC=C(C=C1)/C=C/C(=O)C1=CC=C(C=C1)OC1OCCCC1 (E)-3-(4-Bromophenyl)-1-[4-(oxan-2-yloxy)phenyl]prop-2-en-1-one